methyl 5-(3-carbamoylimidazo[1,5-a]pyridin-7-yl)-6-(trifluoromethyl)pyridine-3-carboxylate C(N)(=O)C1=NC=C2N1C=CC(=C2)C=2C=C(C=NC2C(F)(F)F)C(=O)OC